FC1(OC2=C(O1)C=CC(=C2)[C@H](C)OC2=NC=CC(=C2)N2N=C(C=1CCC[C@@H](C21)OC2=CC=C(C=C2)C=2NOC(N2)=O)C(F)(F)F)F 3-[4-[[(7S)-1-[2-[(1S)-1-(2,2-difluoro-1,3-benzodioxol-5-yl)ethoxy]-4-pyridinyl]-3-(trifluoromethyl)-4,5,6,7-tetrahydroindazol-7-yl]oxy]phenyl]-2H-1,2,4-oxadiazol-5-one